4-((1R,5S)-3,8-diazabicyclo[3.2.1]octan-3-yl)-7-(7-fluoronaphthalen-1-yl)-2-(((S)-1-methylpyrrolidin-2-yl)methoxy)-5,6,7,8-tetrahydropyrido[3,4-d]pyrimidine [C@H]12CN(C[C@H](CC1)N2)C=2C1=C(N=C(N2)OC[C@H]2N(CCC2)C)CN(CC1)C1=CC=CC2=CC=C(C=C12)F